2-(methoxymethyl)-2-methylchroman-4-one COCC1(OC2=CC=CC=C2C(C1)=O)C